C(C)(C)(C)OC(=O)N=S(=O)(C(C)C)C1=CC=C(NC=2C(=NC(=C(N2)NC)C=2C3=C(C=NC2)N(C=N3)C)C(=O)OC)C=C1 methyl 3-[4-(N-tert-butoxycarbonyl-S-isopropyl-sulfonimidoyl)anilino]-5-(methylamino)-6-(3-methylimidazo[4,5-c]pyridin-7-yl)pyrazine-2-carboxylate